C(CC)C1=NC(=CC(=C1)CCC)CCC 2,4,6-tripropylpyridine